NC1=NC=CC2=C1N=C(N=C2N(C)C)C=2C=C(C=CC2)C#C[C@]2(C(N(CC2)C)=O)O (R)-3-((3-(8-amino-4-(dimethylamino)pyrido[3,4-d]pyrimidin-2-yl)phenyl)ethynyl)-3-hydroxy-1-methylpyrrolidin-2-one